trans-4-(2-(5-methylfuran-2-yl)-6-(benzenesulfonyl)imidazo[4,5-d]pyrrolo[2,3-b]pyridine-1(6H)-yl)cyclohexanecarbonitrile CC1=CC=C(O1)C1=NC=2C(=C3C(=NC2)N(C=C3)S(=O)(=O)C3=CC=CC=C3)N1[C@@H]1CC[C@H](CC1)C#N